C1(CC1)C=1C=C(C=CC1F)C1CN2[C@H](CO1)CN(CC2)C(=O)C2=C(C(=CC=C2)OC)Cl [(9aS)-3-(3-cyclopropyl-4-fluoro-phenyl)-3,4,6,7,9,9a-hexahydro-1H-pyrazino[2,1-c][1,4]oxazin-8-yl]-(2-chloro-3-methoxy-phenyl)methanone